8-cyclopentyl-N-(3-fluoro-5-((4-methoxyphenyl)amino)benzyl)-7H-purine-6-carboxamide C1(CCCC1)C1=NC2=NC=NC(=C2N1)C(=O)NCC1=CC(=CC(=C1)NC1=CC=C(C=C1)OC)F